S(=O)(=O)(OCCC#N)OCCC#N di(cyanoethyl) sulfate